FC1=CC=C2C=CC=C(C2=C1)CCN(C)C1CC1 N-(2-(7-fluoronaphthalen-1-yl)ethyl)-N-methylcyclopropylamine